benzyl [(2R)-6-(benzyloxy)-8-fluoro-7-(1,1,4-trioxo-1λ6,2,5-thiadiazolidin-2-yl)-1,2,3,4-tetrahydronaphthalen-2-yl]carbamate C(C1=CC=CC=C1)OC=1C=C2CC[C@H](CC2=C(C1N1S(NC(C1)=O)(=O)=O)F)NC(OCC1=CC=CC=C1)=O